C1CC12CN(CC2)C(C)C=2C=C(C1=C(N=C(O1)C1=CC(=CC=C1)C1(COC1)CC1=NN=CN1C)C2)C(F)(F)F 5-(1-(5-Azaspiro[2.4]heptan-5-yl)ethyl)-2-(3-(3-((4-methyl-4H-1,2,4-triazol-3-yl)methyl)oxetan-3-yl)phenyl)-7-(trifluoromethyl)benzo[d]oxazole